C(=O)O[C@@H]1[C@@](C[C@H]([C@]2([C@]3([C@]([C@H]1C)(CC(C3=O)=[N+]=[N-])CC[C@H]2C)C)C)O)(C=C)C (3aR,4R,5R,7S,8S,9R,9aS,12R)-2-diazo-5-hydroxy-3a,4,7,9,12-pentamethyl-3-oxo-7-vinyldecahydro-4,9a-propanocyclopenta[8]annulen-8-yl formate